C(=O)NC=O DIFORMYLAMINE